(3Z)-6-(ethoxymethoxy)-3-hexenyliodide C(C)OCOCC\C=C/CCI